Naphthalen-1-ylmethyl (1s,4s)-4-(2-fluoro-4-methoxy-5-((4-(((1-methylcyclobutyl)-methyl)carbamoyl)pyridin-3-yl)carbamoyl)phenoxy)-1-methylcyclohexane-1-carboxylate FC1=C(OC2CCC(CC2)(C(=O)OCC2=CC=CC3=CC=CC=C23)C)C=C(C(=C1)OC)C(NC=1C=NC=CC1C(NCC1(CCC1)C)=O)=O